BrC1=C(C=C(C=C1)C=C1CNC1)F 3-[(4-bromo-3-fluoro-phenyl)methylene]azetidine